C(C)(=O)C1=CC=C(C=C1)N1C(N2N(CC=C3C2C=2C=CC(=CC2OC3(C)C)C3=CC=NC=C3)C1=O)=O 2-(4-acetylphenyl)-7,7-dimethyl-10-(pyridin-4-yl)-5,12b-dihydro-1H,7H-chromeno[4,3-c][1,2,4]triazolo[1,2-a]pyridazine-1,3(2H)-dione